N[C@H](C(O)C=1C=NC=CC1)C (2S)-2-amino-1-(3-pyridyl)propan-1-ol